N-methyl-N,5-di-p-tolyloxazole-2-carboxamide CN(C(=O)C=1OC(=CN1)C1=CC=C(C=C1)C)C1=CC=C(C=C1)C